Cl.OC=1C=2N(C=C(C1)C=1N=NN(C1C)C1CCNCC1)N=CC2C#N 4-Hydroxy-6-[5-methyl-1-(4-piperidyl)triazol-4-yl]pyrazolo[1,5-a]pyridine-3-carbonitrile hydrochloride